ClC=1C=C(C=2N(N1)C(=CN2)F)[C@@H]2[C@H](C2)C2=CC=C1C3(C(N(C1=C2)CC(F)(F)F)=O)CCCC3 6'-((1S,2S)-2-(6-chloro-3-fluoroimidazo[1,2-b]pyridazin-8-yl)cyclopropyl)-1'-(2,2,2-trifluoroethyl)spiro[cyclopentane-1,3'-indolin]-2'-one